IC=1C=CC(=NC1)NC(OC(C)(C)C)=O tert-butyl N-(5-iodo-2-pyridyl)carbamate